COC([C@H](C[C@H]1C(NCC1)=O)NC([C@H](CC1CC1)NC(=O)C=1N=C2C=CCC(=C2C1)OC)=O)=O (S)-methyl-2-((S)-3-cyclopropyl-2-(4-methoxy-5H-indole-2-carboxamido)propanamido)-3-((S)-2-oxopyrrolidin-3-yl)propanoate